ClC1=CC(=C(N)C=C1)C1=CC2=CC=C(C=C2C(=C1)OC)F 4-chloro-2-(6-fluoro-4-methoxynaphthalen-2-yl)aniline